7-(4-amino-5-(3-fluoro-4-((4-methylpyrimidin-2-yl)oxy)phenyl)-7-methyl-5H-pyrrolo[3,2-d]pyrimidin-6-yl)benzo[d]oxazol-4-amine NC=1C2=C(N=CN1)C(=C(N2C2=CC(=C(C=C2)OC2=NC=CC(=N2)C)F)C=2C=CC(=C1N=COC12)N)C